diethyl[2-(methacryloyloxyl)ethyl]-ammonium chloride [Cl-].C(C)[NH+](CCOC(C(=C)C)=O)CC